N(=[N+]=[N-])CC1CN(CCC1)C=1C2=C(N=C(N1)OC[C@]13CCCN3C[C@@H](C1)F)C(=C(N=C2)Cl)F 4-(3-(azidomethyl)piperidin-1-yl)-7-chloro-8-fluoro-2-(((2R,7aS)-2-fluorotetrahydro-1H-pyrrolizin-7a(5H)-yl)methoxy)pyrido[4,3-d]pyrimidine